C[C@]12CC[C@H](C([C@@H]1CC[C@@]3([C@@H]2C=CC4=C5CC(CC[C@@]5(CC[C@]43C)C(=O)O)(C)C)C)(C)C)O The molecule is a pentacyclic triterpenoid that is oleana-11,13(18)-diene substituted by an alpha-hydroxy group at position 3 and a carboxy group at position 28. It has been isolated from the leaves and twigs of Fatsia polycarpa. It has a role as a metabolite and a plant metabolite. It is a hydroxy monocarboxylic acid and a pentacyclic triterpenoid. It derives from a hydride of an oleanane.